S-ethyl-Isothiourea CCSC(=N)N